C(C)(C)(C)N1[C@H](C[C@H](C1)O)C(=O)N1CCC(CC1)C1=C(C=CC=C1)C(C)(C)C |r| rac-tert-butyl-(2R,4R)-2-(4-(2-(tert-butyl)phenyl)piperidine-1-carbonyl)-4-hydroxypyrrolidine